ClC1=C(C=C(C=C1)F)[C@H]1C=2N(CC(N1)=O)C(=NC2NC(=O)C2=NSC1=C2C=CC(=C1)F)C(NC)=O (S)-N-(8-(2-chloro-5-fluorophenyl)-3-(methylcarbamoyl)-6-oxo-5,6,7,8-tetrahydroimidazo[1,5-a]pyrazin-1-yl)-6-fluorobenzo[d]isothiazole-3-carboxamide